NCC1=CC=C(N=N1)COC1=CC=C(C=C1)NC(=O)NCC=1C=C2CN(C(C2=CC1)=O)C1C(NC(CC1)=O)=O 1-(4-{[6-(aminomethyl)pyridazin-3-yl]methoxy}phenyl)-3-{[2-(2,6-dioxopiperidin-3-yl)-1-oxo-2,3-dihydro-1H-isoindol-5-yl]methyl}urea